CC=1C=C(C=O)C=C(C1OC)C 3,5-DIMETHYL-4-METHOXYBENZALDEHYDE